cis-3-methoxy-3-methyl-1-(6-(3-methyl-3H-[1,2,3]triazolo[4,5-b]pyridin-6-yl)thieno[2,3-b]pyridin-2-yl)cyclobutanol COC1(CC(C1)(O)C1=CC=2C(=NC(=CC2)C=2C=C3C(=NC2)N(N=N3)C)S1)C